NC1COC2=C1C=CC=C2C=2C=C1C(=NN(C1=CC2)C(C)C)COC2=C(C=CC=C2)CC(=O)O 2-(2-((5-(3-amino-2,3-dihydrobenzofuran-7-yl)-1-isopropyl-1H-indazol-3-yl)methoxy)phenyl)acetic acid